4-(4-(bicyclo[4.1.0]heptan-7-yl(methyl)amino)-8-fluoro-2-(((2R,7aS)-2-fluoro-tetrahydro-1H-pyrrolizin-7a(5H)-yl)methoxy)pyrido[4,3-d]pyrimidin-7-yl)-5-ethynyl-6-fluoronaphthalen-2-ol C12CCCCC2C1N(C=1C2=C(N=C(N1)OC[C@]13CCCN3C[C@@H](C1)F)C(=C(N=C2)C2=CC(=CC1=CC=C(C(=C21)C#C)F)O)F)C